The molecule is an organic heterotetracyclic compound that is 1,4,5,6,7,8-hexahydro-2H-3,6-ethanoazonino[5,4-b]indole in which position 5 is substituted by an ethylidene group and position 7R is substituted by a methoxycarbonyl group. It is a methyl ester, a monoterpenoid indole alkaloid, an organic heterotetracyclic compound and a bridged compound. It is a conjugate base of a (16R)-deshydroxymethyl-stemmadenine(1+). C/C=C\\1/CN2CC[C@@H]1[C@H](C3=C(CC2)C4=CC=CC=C4N3)C(=O)OC